butyl 4-(4-(tert-butyl)-1H-imidazol-1-yl)-5-methylpyridinecarboxylate C(C)(C)(C)C=1N=CN(C1)C1=CC(=NC=C1C)C(=O)OCCCC